IC1=C(C=NC=C1)N 4-iodopyridine-3-amine